C[Hf](C1(C=CC=C1)C[Si](C)(C)C)(C1(C=CC=C1)C[Si](C)(C)C)([SiH3])([SiH3])(C)(C)C Tetramethyldisilyl-bis(trimethylsilylmethyl-cyclopentadienyl)hafnium